The molecule is a medium-chain fatty acyl-CoA that results from the formal condensation of the thiol group of coenzyme A with the carboxy group of 4,8-dimethylnonanoic acid. It is a medium-chain fatty acyl-CoA and a multi-methyl-branched fatty acyl-CoA. It derives from a 4,8-dimethylnonanoic acid. It is a conjugate acid of a 4,8-dimethylnonanoyl-CoA(4-). CC(C)CCCC(C)CCC(=O)SCCNC(=O)CCNC(=O)[C@@H](C(C)(C)COP(=O)(O)OP(=O)(O)OC[C@@H]1[C@H]([C@H]([C@@H](O1)N2C=NC3=C(N=CN=C32)N)O)OP(=O)(O)O)O